C(C1=CC=CC=C1)OC(=O)N1CCC(CC1)CN(C1=CC(=NC=2N1N=CC2C(C)C)O[C@H]2CN(CCC2)C(=O)OC(C)(C)C)C(=O)OC(C)(C)C (R)-tert-butyl 3-((7-(((1-((benzyloxy)carbonyl)piperidin-4-yl)methyl)(tert-butoxycarbonyl)amino)-3-isopropylpyrazolo[1,5-a]pyrimidin-5-yl)oxy)piperidine-1-carboxylate